O=C1N(N=C(C2=CC=CC=C12)C(=O)N1CCC(CC1)N1C(=CC=C1)C(=O)O)C1=CC=CC=C1 1-[1-[(3,4-dihydro-4-oxo-3-phenyl-1-phthalazinyl)carbonyl]-4-piperidinyl]-1H-pyrrole-2-carboxylic acid